(2R)-3-[[4-(2-fluoro-6-hydroxy-phenyl)phthalazin-1-yl]amino]propane-1,2-diol FC1=C(C(=CC=C1)O)C1=NN=C(C2=CC=CC=C12)NC[C@H](CO)O